N-(2-aminoethyl)-7,8-dichloro-4-(1H-imidazol-1-yl)-N-methylquinolin-2-amine NCCN(C1=NC2=C(C(=CC=C2C(=C1)N1C=NC=C1)Cl)Cl)C